P(=O)(O)(O)CN(CC(=O)[O-])CC(=O)[O-] (phosphonomethyl)iminodiacetate